ClC1=CN=C2C(=N1)N(N=C2)CC(C)=O 1-(6-chloro-1H-pyrazolo[3,4-b]pyrazin-1-yl)propan-2-one